OC1=C(C(=O)O)C(=CC(=C1)OC)O 2,6-dihydroxy-4-methoxybenzoic acid